ClC=1C(=NC(=NC1)NC1=C(C=C(C=C1)N1CCOCC1)OC(F)F)NC1=C(SC=C1)C(=O)N 3-((5-chloro-2-((2-(difluoromethoxy)-4-morpholinophenyl)amino)pyrimidin-4-yl)amino)thiophene-2-carboxamide